FC(\C(=C/C(=O)OC)\C1=CC(=CC=C1)N1C(C2=CC=CC(=C2C1)C(F)(F)F)=O)(F)F methyl (Z)-4,4,4-trifluoro-3-(3-(1-oxo-4-(trifluoromethyl)isoindolin-2-yl)phenyl)but-2-enoate